6,7-dihydroquinolin-8(5H)-one oxime N1=CC=CC=2CCCC(C12)=NO